6-(3-isopropyl-5-(1-(oxetan-3-yl)piperidin-4-yl)-1H-indol-2-yl)-8-methyl-[1,2,4]triazolo[4,3-a]pyridine C(C)(C)C1=C(NC2=CC=C(C=C12)C1CCN(CC1)C1COC1)C=1C=C(C=2N(C1)C=NN2)C